5-(3'-amino-2-chloro-2'-methyl-[1,1'-biphenyl]-3-yl)-3-methoxypyrazine-2-carboxaldehyde NC=1C(=C(C=CC1)C1=C(C(=CC=C1)C=1N=C(C(=NC1)C=O)OC)Cl)C